(S)-2-(1-(4-chloro-1-methyl-1H-pyrazol-5-yl)cyclopropane-1-carboxamido)-4-((2-cyclopropoxyethyl)(4-(5,6,7,8-tetrahydro-1,8-naphthyridin-2-yl)butyl)amino)butanoic acid ClC=1C=NN(C1C1(CC1)C(=O)N[C@H](C(=O)O)CCN(CCCCC1=NC=2NCCCC2C=C1)CCOC1CC1)C